BrC=1N=CN(C1)C1=CC(=C(C=C1)CN1C[C@@H](CC1)F)Cl (R)-4-Bromo-1-(3-chloro-4-((3-fluoropyrrolidin-1-yl)methyl)phenyl)-1H-imidazole